2,5-dimethyl-4-bromoaniline tetrafluoroborate F[B-](F)(F)F.CC1=C(N)C=C(C(=C1)Br)C